NC=1N=C(SC1C(=O)C1=CC=C(C=C1)OC)NC1=CC=C(C=C1)C(F)F {4-amino-2-[4-(difluoromethyl)anilino]-1,3-thiazol-5-yl}(4-methoxyphenyl)methanone